glycerol dilinoleate eicosanoate C(CCCCCCCCCCCCCCCCCCC)(=O)OCC(COC(CCCCCCC\C=C/C\C=C/CCCCC)=O)OC(CCCCCCC\C=C/C\C=C/CCCCC)=O